CC[C@H]1[C@@H]2C[C@H]3[C@H]4[C@@]5(CC([C@H]2[C@H]5O)[NH+]3[C@@H]1O)C6=CC=CC=C6N4 The molecule is an organic cation obtained by protonation of the tertiary amino group of norajmaline; major structure at pH 7.3. It is an ammonium ion derivative and an organic cation. It is a conjugate acid of a norajmaline.